7-Benzyl-N2-(4-methoxyphenyl)-5,6,7,8-tetrahydropyrido[3,4-d]pyrimidine-2,4-diamine C(C1=CC=CC=C1)N1CC=2N=C(N=C(C2CC1)N)NC1=CC=C(C=C1)OC